(R)-3-methyl-4-(4-(1-methyl-1H-pyrazol-5-yl)-5-(prop-1-en-2-yl)-7-(1H-pyrazol-5-yl)imidazo[1,5-b]pyridazin-2-yl)morpholine tert-Butyl-3-(3-bromopyrazol-1-yl)azetidine-1-carboxylate C(C)(C)(C)OC(=O)N1CC(C1)N1N=C(C=C1)Br.C[C@H]1N(CCOC1)C=1C=C(C=2N(N1)C(=NC2C(=C)C)C2=CC=NN2)C2=CC=NN2C